isocyanuric acid diacrylate C(C=C)(=O)O.C(C=C)(=O)O.N1C(=O)NC(=O)NC1=O